6-(p-tolyl)spiro[3.3]heptan-2-amine C1(=CC=C(C=C1)C1CC2(CC(C2)N)C1)C